(1-cyclopropylimidazol-4-yl)-N-methyl-4-[[5-(trifluoromethyl)-2-pyridinyl]amino]benzenesulfonamide C1(CC1)N1C=NC(=C1)C1=C(C=CC(=C1)NC1=NC=C(C=C1)C(F)(F)F)S(=O)(=O)NC